tris[N,N-bis(trimethylsilyl)amide] ytterbium (III) [Yb+3].C[Si]([N-][Si](C)(C)C)(C)C.C[Si]([N-][Si](C)(C)C)(C)C.C[Si]([N-][Si](C)(C)C)(C)C